1-(4-((R)-1-(2-fluoro-3-(difluoromethyl)phenyl)ethylamino)-7,8-dihydro-2-methyl-7-oxopyrido[2,3-d]pyrimidin-6-yl)cyclopropanecarbonitrile FC1=C(C=CC=C1C(F)F)[C@@H](C)NC=1C2=C(N=C(N1)C)NC(C(=C2)C2(CC2)C#N)=O